ethyl 4-((1-(5-(3-((dimethylamino) methyl) pyridin-2-yl) furan-2-yl) ethyl) amino)-2-methylthieno[2,3-d]pyrimidine-6-carboxylate CN(C)CC=1C(=NC=CC1)C1=CC=C(O1)C(C)NC=1C2=C(N=C(N1)C)SC(=C2)C(=O)OCC